C1(CC1)N1C=C2C(=NN=C(C2=CC1=O)C)N[C@H](C)C1=C(C(=CC=C1)C(F)F)F (R)-6-Cyclopropyl-4-((1-(3-(difluoromethyl)-2-fluorophenyl)ethyl)amino)-1-methylpyrido[3,4-d]Pyridazine-7(6H)-one